tert-Butyl (6-methylthiazolo[5,4]pyridin-2-yl)carbamate CC=1C=NC2=C(C1)SC(=N2)NC(OC(C)(C)C)=O